ClC=1C=CC=C2[C@H](CCOC12)NC(=O)NC=1N=C(SC1)C1=CC=C(C=C1)S(NC)(=O)=O 1-[(4S)-8-chlorochroman-4-yl]-3-[2-[4-(methylsulfamoyl)phenyl]thiazol-4-yl]urea